S-((1R,3r,5S,6r)-6-(((benzyloxy)carbonyl)amino)bicyclo[3.1.0]hexan-3-yl) ethanethioate C(C)(SC1C[C@H]2C([C@H]2C1)NC(=O)OCC1=CC=CC=C1)=O